4-[2-amino-5-(3-methoxyphenyl)-3-pyridyl]-2-methoxy-phenol NC1=NC=C(C=C1C1=CC(=C(C=C1)O)OC)C1=CC(=CC=C1)OC